C(C)(=O)C=1NC2=CC=C(C=C2C1C=1N=NN(C1)CC1CCN(CC1)CCNS(=O)(=O)C1=CC=C(C=C1)C1=C(C=CC=C1OC)OC)F N-(2-(4-((4-(2-acetyl-5-fluoro-1H-indol-3-yl)-1H-1,2,3-triazol-1-yl)methyl)piperidin-1-yl)ethyl)-2',6'-dimethoxy-[1,1'-biphenyl]-4-sulfonamide